BrC=1C=CC(=NC1)N1C[C@@H]([C@H](C1)OC1=NC=CC=C1)N1C(C2=CC=CC=C2C1=O)=O 2-((3S,4S)-1-(5-bromopyridin-2-yl)-4-(pyridin-2-yloxy)pyrrolidin-3-yl)isoindoline-1,3-dione